5,5'-(1,4-phenylene)bis(2,2-dimethylpentanoic acid) C1(=CC=C(C=C1)CCCC(C(=O)O)(C)C)CCCC(C(=O)O)(C)C